[N-](S(=O)(=O)C(F)(F)C(F)(F)F)S(=O)(=O)C(F)(F)C(F)(F)F.C(C)N1C=[N+](C=C1)C 1-ethyl-3-methylimidazolium bis(pentafluoroethanesulfonyl)imide